C1=CC=CC=2CC3=C(C=CC21)C=CC=C3 dibenzo(a,d)cycloheptene